N-{(2S,3R,4S)-4-fluoro-2-[(2-fluoro[1,1'-biphenyl]-3-yl)methyl]pyrrolidin-3-yl}ethanesulfonamide Hydrobromide Br.F[C@@H]1[C@@H]([C@@H](NC1)CC=1C(=C(C=CC1)C1=CC=CC=C1)F)NS(=O)(=O)CC